tert-butyl (1-(5-bromo-2-chloro-3-formylpyridin-4-yl)piperidin-4-yl)carbamate BrC=1C(=C(C(=NC1)Cl)C=O)N1CCC(CC1)NC(OC(C)(C)C)=O